N-(3-carbamoyl-1-chloro-2-naphthyl)-2-(3-chloro-2-pyridyl)-5-(trifluoromethyl)pyrazole-3-carboxamide C(N)(=O)C=1C(=C(C2=CC=CC=C2C1)Cl)NC(=O)C=1N(N=C(C1)C(F)(F)F)C1=NC=CC=C1Cl